2-(5-methylthiazol-2-yl)-1-p-toluenesulfonyl-1H-pyrrole CC1=CN=C(S1)C=1N(C=CC1)S(=O)(=O)C1=CC=C(C)C=C1